OC=1C(=CC2=CC=CC=C2C1)C(=O)NC1=CC=2C(=NC(N2)=O)C=C1 5-(3-hydroxy-2-naphthoylamino)benzimidazolone